2-(4-tert-butylphenyl)-5-hydroxy-5-(trifluoromethyl)-4,5-dihydrofuran-3-carbonitrile C(C)(C)(C)C1=CC=C(C=C1)C=1OC(CC1C#N)(C(F)(F)F)O